C(C)(C)(C)OC(=O)N[C@@H](C(=O)OC(C)(C)C)CC1=CC=C(C=C1)NCC(=O)N1CC(N(CC1)C1=CC(=CC=C1)C=1C(=C2C(=NC1)NC=C2CC)Cl)=O tert-butyl (R)-2-((tert-butoxycarbonyl)amino)-3-(4-((2-(4-(3-(4-chloro-3-ethyl-1H-pyrrolo[2,3-b]pyridin-5-yl)phenyl)-3-oxopiperazin-1-yl)-2-oxoethyl)amino)phenyl)propanoate